ethyl 2-((3-amino-6-chloropyridin-2-yl)(tert-butoxycarbonyl)amino)acetate NC=1C(=NC(=CC1)Cl)N(CC(=O)OCC)C(=O)OC(C)(C)C